ClC1=NC(=NC(=N1)C=1C=CC2=C(OC3=C2C=CC=C3)C1)C1=CC=CC=C1 2-chloro-4-(dibenzofuran-3-yl)-6-phenyl-1,3,5-triazine